C(C)OC1=NC=CC=C1C1=CC(=C2C(=N1)C(=NN2C)C)NCC=2C=NN(C2)C 5-(2-ethoxy-3-pyridinyl)-1,3-dimethyl-N-[(1-methylpyrazol-4-yl)methyl]pyrazolo[4,3-b]pyridin-7-amine